4-bromo-5-iodo-6-methylpyridin-2-amine BrC1=CC(=NC(=C1I)C)N